S1C=CC2=C1C=CC=C2N2CCNCC2 1-(benzothiophen-4-yl)piperazine